Tert-Butyl (R)-(1-(2-(trifluoromethoxy)ethyl)piperidin-3-yl)carbamate FC(OCCN1C[C@@H](CCC1)NC(OC(C)(C)C)=O)(F)F